NC(C)C=1C(NC2=CC(=C(C=C2C1)Cl)F)=O 3-(1-aminoethyl)-6-chloro-7-fluoroquinolin-2(1H)-one